CC(=O)N[C@@H]1[C@H](C[C@@](O[C@H]1[C@@H]([C@@H](CO)O)O)(C(=O)O)O[C@H]2[C@H]([C@H](O[C@H]([C@@H]2O)O[C@@H]3[C@H]([C@H](O[C@@H]([C@@H]3O)COS(=O)(=O)O)O)NC(=O)C)CO)O)O The molecule is a linear amino trisaccharide comprising N-acetyl-alpha-neuraminic acid, beta-D-galactose and N-acetyl-6-O-sulfo-alpha-D-galactosamine residues linked sequentially (2->3) and (1->3). It has a role as an epitope. It is an amino trisaccharide, a galactosamine oligosaccharide and an oligosaccharide sulfate.